C(C1=CC=CC=C1)OC(=O)N1CCC2=C(C=CC=C12)C1=CC=C(C=N1)CC1CCC2(CCN(CC2)C(=O)OC(C)(C)C)CC1 tert-butyl 9-[(6-{1-[(benzyloxy)carbonyl]-2,3-dihydroindol-4-yl}pyridin-3-yl)methyl]-3-azaspiro[5.5]undecane-3-carboxylate